3-(2-(2-chloro-4-methoxyphenoxy)-4-methyl-5-nitrophenyl)-7-methoxy-1-methyl-1H-pyrrolo[2,3-c]pyridine ClC1=C(OC2=C(C=C(C(=C2)C)[N+](=O)[O-])C2=CN(C3=C(N=CC=C32)OC)C)C=CC(=C1)OC